CC=1OC(=CC1C(=O)NC1=NC(=NS1)CC(C)(O)C)C1=CC(=CC=C1)OC(F)(F)F 2-Methyl-5-(3-(trifluoromethoxy)phenyl)-N-(3-(2-methyl-2-hydroxypropyl)-1,2,4-thiadiazole-5-yl)furan-3-carboxamide